(3R)-3-AMINO-3-(6-FORMYL(2-PYRIDYL))PROPANENITRILE N[C@H](CC#N)C1=NC(=CC=C1)C=O